[K].C(C1=CC=CC=C1)OC(N)=O carbamic acid benzyl ester, potassium salt